5-chloro-3-(7-((1s,3s)-3-hydroxy-3-methylcyclobutyl)-4-methyl-7H-imidazo[4,5-c]pyridazin-3-yl)bicyclo[4.2.0]octa-1(6),2,4-trien-2-ol ClC1=CC(=C(C=2CCC12)O)C1=C(C2=C(N=N1)N(C=N2)C2CC(C2)(C)O)C